copper serinate N[C@@H](CO)C(=O)[O-].[Cu+2].N[C@@H](CO)C(=O)[O-]